Methyl (S)-2-(4-(1-(6-(trifluoromethyl)-1-(3-(trifluoromethyl)benzyl)-2,3-dihydro-1H-imidazo[1,2-b]pyrazole-7-carboxamido)ethyl)phenyl)acetate FC(C=1C(=C2N(N1)CCN2CC2=CC(=CC=C2)C(F)(F)F)C(=O)N[C@@H](C)C2=CC=C(C=C2)CC(=O)OC)(F)F